monobenzylaminocaprolactam C(C1=CC=CC=C1)NC1C(=O)NCCCC1